C1(=CC(=CC=C1)N1C(=NC=C1)C1CC=2C=NC=CC2N1)C 2-[1-(m-tolyl)imidazol-2-yl]-2,3-dihydro-1H-pyrrolo[3,2-c]pyridine